C[C@H]1N([C@H](CCC1)C)C(=O)C1=CC=C(C(=N1)OC)NC1=NNC2=CC(=CC=C12)[C@@H]1C[C@@]12C(NC1=CC=C(C=C21)OC)=O (1R,2S)-2-[3-({6-[(2R,6S)-2,6-dimethylpiperidine-1-carbonyl]-2-methoxypyridin-3-yl}amino)-1H-indazol-6-yl]-5'-methoxyspiro[cyclopropane-1,3'-indol]-2'(1'H)-one